COC=1C=C(CN(C=2N=NC=C(N2)NC(C)C2=NN3C(C=C(C=C3N3C(N(C(C3)=O)C)=O)C3CC3)=C2)CC2=CC(=CC(=C2)OC)OC)C=C(C1)OC 1-(2-(1-((3-(bis(3,5-dimethoxybenzyl)amino)-1,2,4-triazin-5-yl)amino)ethyl)-5-cyclopropylpyrazolo[1,5-a]pyridin-7-yl)-3-methylimidazolidine-2,4-dione